(3S)-N-{4-methyl-3-[2-(morpholin-4-yl)-6-(4,4,5,5-tetramethyl-1,3,2-dioxaborolan-2-yl)pyridin-4-yl]phenyl}-3-(2,2,2-trifluoroethyl)pyrrolidine-1-carboxamide CC1=C(C=C(C=C1)NC(=O)N1C[C@@H](CC1)CC(F)(F)F)C1=CC(=NC(=C1)B1OC(C(O1)(C)C)(C)C)N1CCOCC1